CC(CC(C=1N=NNN1)NC1=NC=NC2=CC=CC=C12)(C)C [3,3-dimethyl-1-(2H-tetraazol-5-yl)butyl]-4-quinazolinylamine